7-bromo-N-(8-fluoro-2-methyl-imidazo[1,2-a]pyridin-6-yl)-1-(2-trimethylsilylethoxymethyl)-benzimidazole-4-carboxamide BrC1=CC=C(C2=C1N(C=N2)COCC[Si](C)(C)C)C(=O)NC=2C=C(C=1N(C2)C=C(N1)C)F